ClC=1C(=C(C=CC1)C1=C(C=C(C=C1C(C)C)C(C)C)C(C)C)P(C1CCCCC1)C1CCCCC1 chloro(2-dicyclohexylphosphino-2',4',6'-triisopropyl-1,1'-biphenyl)